3,4-dimethoxyanisole COC=1C=C(C=CC1OC)OC